N,N-dimethyl-2-[(5-nitro-4-phenoxy-2-pyridinyl)oxy]ethylamine CN(C)CCOC1=NC=C(C(=C1)OC1=CC=CC=C1)[N+](=O)[O-]